C(=O)C1=CC=C(C=C1)C=CC1=CC=[N+](C=C1)C 4-(4-formylphenylethenyl)-1-methylpyridinium